Lyxuronic acid O=C[C@@H](O)[C@@H](O)[C@H](O)C(=O)O